FC1=CC=C(C=C1)N(C(=O)C=1OC=CC1)CCN1CCN(CC1)CC=1SC=CC1 N-(4-fluorophenyl)-N-(2-(4-(thiophen-2-ylmethyl)piperazin-1-yl)ethyl)furan-2-carboxamide